titanium aluminum phosphate lithium phosphate P(=O)([O-])([O-])[O-].[Li+].P(=O)([O-])([O-])[O-].[Al+3].[Ti+4]